tert-butyl ((6-chloroisoquinolin-3-yl)methyl)carbamate ClC=1C=C2C=C(N=CC2=CC1)CNC(OC(C)(C)C)=O